3-methyl-5-(N-(3-(methylamino)phenethyl)sulfamoyl)benzofuran-2-carboxylic acid ethyl ester C(C)OC(=O)C=1OC2=C(C1C)C=C(C=C2)S(NCCC2=CC(=CC=C2)NC)(=O)=O